ClC1=C(C(=O)Cl)C=CC(=N1)C(F)(F)F 2-chloro-6-(trifluoromethyl)nicotinoyl chloride